C(C1=CC=CC=C1)(=O)ON=C(C(=O)C1=CC=C(C=C1)SC1=CC=CC=C1)CCCCCC 2-(benzoyloxyimino)-1-[4-(phenylthio)phenyl]octan-1-one